ClC1=C(C=CC=C1OC)C1=NOC(=C1C1=NC=CC=N1)C=1C=NN(C1C(F)(F)F)C1CC(C1)(O)C 3-{4-[3-(2-chloro-3-methoxyphenyl)-4-(pyrimidin-2-yl)-1,2-oxazol-5-yl]-5-(trifluoromethyl)-1H-pyrazol-1-yl}-1-methylcyclobutan-1-ol